1,5-dimethoxy-3-pentylbenzene COC1=CC(=CC(=C1)OC)CCCCC